4-bromophenyl-sulfur pentafluoride BrC1=CC=C(C=C1)S(F)(F)(F)(F)F